FC(C1=CC(=CS1)B(O)O)(F)F (5-(trifluoromethyl)thiophen-3-yl)boronic acid